N-(5-chloro-4-(trifluoromethyl)pyridin-2-yl)thiazole-5-carboxamid ClC=1C(=CC(=NC1)NC(=O)C1=CN=CS1)C(F)(F)F